ClC1=CC(=NC=C1)C(=O)O 4-chloropicolinic acid